ClC=1C=CC2=C(C[C@@H](CC=3N2C(=NN3)[C@@H]3CC[C@H](CC3)OC3=NC=CC=C3)N(C)C)C1 (5S)-8-Chloro-N,N-dimethyl-1-[trans-4-(pyridin-2-yloxy)cyclohexyl]-5,6-dihydro-4H-[1,2,4]triazolo[4,3-a][1]benzazepin-5-amin